C1(CCCCC1)N1C(C(=CC2=C1N=C(N=C2)NC2CCN(CC2)S(=O)(=O)C)C#N)=O 8-cyclohexyl-2-((1-(methylsulfonyl)piperidin-4-yl)amino)-7-oxo-7,8-dihydropyrido[2,3-d]pyrimidine-6-carbonitrile